CN1C(=NC=C1)C(=O)N 1-methylimidazole-2-amid